ClC=1C=CC=2N(N1)C=C(N2)NC(C(C2=CC=C(C=C2)C=2N=NN(N2)C)C2CC(CC2)(F)F)=O N-(6-Chloroimidazo[1,2-b]pyridazin-2-yl)-2-(3,3-difluorocyclopentyl)-2-(4-(2-methyl-2H-tetrazol-5-yl)phenyl)acetamide